ClC1=C(C(=CC=C1)Cl)C1=CC=NC2=CC(=CC=C12)O[C@@H](C(=O)N1C[C@H](CCC1)C(=O)O)C (3S)-1-[(2R)-2-[[4-(2,6-dichlorophenyl)-7-quinolyl]oxy]propanoyl]piperidine-3-carboxylic acid